((2-(furan-2-ylmethyl)-6-phenyl-8-(phenylthio)imidazo[1,2-a]pyrazin-3-yl)oxy)2-methoxypropionic acid methyl ester COC(C(C)(OC)OC1=C(N=C2N1C=C(N=C2SC2=CC=CC=C2)C2=CC=CC=C2)CC=2OC=CC2)=O